C(/C1=CC=CC=C1)=C(\C=O)/CCCCCC (2E)-2-benzyleneoctanal